N-[6-(6-chlorooxazolo[5,4-b]pyridin-2-yl)spiro[3.3]heptan-2-yl]-5-(methylsulfonylamino)furan-2-carboxamide ClC=1C=C2C(=NC1)OC(=N2)C2CC1(CC(C1)NC(=O)C=1OC(=CC1)NS(=O)(=O)C)C2